4-butyldiphosphonic acid CCCCP(=O)(O)OP(=O)O